C(C(=C)C)(=O)OCCNC(C(=C1C2=C(SC=3C=CC=CC13)C=CS2)C#N)=O (E and Z)-2-(2-cyano-2-(9H-thieno[3,2-b]thiochromen-9-ylidene)acetamido)ethyl methacrylate